C(CCC)OC1=CC=C(C=C1)S(=O)(=O)C1=NC2=CC=C(C=C2C(=C1)C1CN(CCC1O)C1CCNCC1)SC 3-((4-butoxyphenyl)sulfonyl-6-(methylthio)quinolin-4-yl)-[1,4'-bipiperidin]-4-ol